5-Phenyl-1-(thiazolo[4,5-f]quinoxaline-2-yl)imidazolidine-2-one C1(=CC=CC=C1)C1CNC(N1C=1SC=2C(=C3N=CC=NC3=CC2)N1)=O